6-(cyclobutoxy)-3-hydroxypyrazine-2-carboxamide C1(CCC1)OC1=CN=C(C(=N1)C(=O)N)O